N-{cis-3-(5-chloro-2-fluorophenyl)-3-[(4-chlorophenyl)sulfonyl]cyclobutyl}-1,1,1-trifluoromethanesulfonamide ClC=1C=CC(=C(C1)C1(CC(C1)NS(=O)(=O)C(F)(F)F)S(=O)(=O)C1=CC=C(C=C1)Cl)F